6-(5-(4-chlorobenzyl)-8-isopropyl-7-(methoxy-methyl)-6,9-dioxo-2,5,8-triazaspiro[3.5]nonan-2-yl)nicotinonitrile ClC1=CC=C(CN2C3(CN(C3)C3=NC=C(C#N)C=C3)C(N(C(C2=O)COC)C(C)C)=O)C=C1